C(C)(C)(C)OC(NC1CN(C1)C=1C=NC(=CC1)[C@H]1N([C@@H](CC2=C1NC1=CC=CC=C21)C)C21CC(C2)C1)=O tert-butyl(1-(6-((1S,3R)-2-(bicyclo[1.1.1]pentan-1-yl)-3-methyl-2,3,4,9-tetrahydro-1H-pyrido[3,4-b]indol-1-yl)pyridin-3-yl)azetidin-3-yl)carbamate